methyl 2-[[4-[6-[(4-cyano-2-fluoro-phenyl)methoxy]-2-pyridyl]-2-fluoro-phenyl] methyl]-3-[[(2S)-oxetan-2-yl]methyl]benzimidazole-5-carboxylate C(#N)C1=CC(=C(C=C1)COC1=CC=CC(=N1)C1=CC(=C(C=C1)CC=1N(C2=C(N1)C=CC(=C2)C(=O)OC)C[C@H]2OCC2)F)F